CC(C)(C)[S@@](=O)/N=C/C=1C=NC(=CC1)C(F)(F)F (R,E)-2-methyl-N-((6-(trifluoromethyl)pyridin-3-yl)methylene)propane-2-sulfinamide